N-[(3S)-pyrrolidin-3-yl]acetamide N1C[C@H](CC1)NC(C)=O